FC=1C=C(C=NC1CN1C(=NC=2C=NC(=C(C21)C2=CC=CC=C2)C)C(F)(F)F)S(=O)(=O)N 5-fluoro-6-((6-methyl-7-phenyl-2-(trifluoromethyl)-1H-imidazo[4,5-c]pyridin-1-yl)methyl)pyridine-3-sulfonamide